NC1(CC1)C1=CC=C(C=C1)C1=CC(=C(C=C1)OCC)S(=O)(=O)N1CCC2(C[C@H](CO2)NC[C@@H](COC2=CC(=CC=C2)S(=O)(=O)C2CC2)O)CC1 (S)-1-((R)-8-(4'-(1-aminocyclopropyl)-4-ethoxybiphenyl-3-ylsulfonyl)-1-oxa-8-azaspiro[4.5]decan-3-ylamino)-3-(3-(cyclopropylsulfonyl)phenoxy)propan-2-ol